FC(C1=C(C=C2CCCN(C2=C1)C1=C2CN(CC2=CC(=C1)C1=CC(=NC=C1)OC1(CC=CC=C1)C)C(C)=O)C=1C(=NN(C1)C)COC)F 1-{4-[7-(difluoromethyl)-6-[3-(methoxymethyl)-1-methylpyrazol-4-yl]-3,4-dihydro-2H-quinolin-1-yl]-6-[2-(1-methylphenoxy)pyridin-4-yl]-1,3-Dihydroisoindol-2-yl}ethanone